OCCNC=1C(=C(C=C(C1)C)NC(C)O)OC ({3-[(2-hydroxyethyl)amino]-2-methoxy-5-methylphenyl}amino)ethanol